ClC=1N=C(C2=C(N1)C=NCC2)Cl 2,4-dichloro-5,6-dihydropyrido[3,4-d]pyrimidine